O=C1NC(CCC1N1C(C2=CC=CC(=C2C1=O)N1CCN(CC1)C(=O)OC(C)(C)C)=O)=O tert-butyl 4-[2-(2,6-dioxo-3-piperidyl)-1,3-dioxo-isoindolin-4-yl]piperazine-1-carboxylate